1-(5-(chloromethyl)-1-methyl-1H-imidazol-2-yl)-3-ethylurea ClCC1=CN=C(N1C)NC(=O)NCC